COC(C(=C(C1=CC=CC=C1)N)N1C(C2=CC=CC=C2C1=O)=O)=O methyl-3-amino-2-(1,3-dioxoisoindol-2-yl)-3-phenylacrylate